C1CCC12NCC(C2)C(=O)N 5-azaspiro[3.4]octane-7-carboxamide